C1(=CC=CC=C1)C1=C2C=CN(C2=C(C=C1)C(=O)NCC1=CC=C(C(=O)O)C=C1)CC1=CC=C(C=C1)C(F)(F)F 4-((4-phenyl-1-(4-(trifluoromethyl)benzyl)-1H-indole-7-carboxamido)methyl)benzoic acid